6-chloro-2-(trifluoromethoxy)pyridine-3-carboxylic acid methyl ester COC(=O)C=1C(=NC(=CC1)Cl)OC(F)(F)F